2-(4-(4-methyl-4H-1,2,4-triazol-3-yl)piperidin-1-yl)-3-(6-(trifluoromethyl)pyridin-3-yl)benzonitrile CN1C(=NN=C1)C1CCN(CC1)C1=C(C#N)C=CC=C1C=1C=NC(=CC1)C(F)(F)F